2-(3-oxo-2,3-dihydro-[1,2,4]triazolo[4,3-a]pyridin-8-yl)acetic acid O=C1NN=C2N1C=CC=C2CC(=O)O